5-bromo-3-((4-chlorophenylimino)meth-yl)-2-(isobutyryloxy)phenyl nicotinate C(C1=CN=CC=C1)(=O)OC1=C(C(=CC(=C1)Br)C=NC1=CC=C(C=C1)Cl)OC(C(C)C)=O